C1(=CC=C(C=C1)C[C@@H](C[C@H](C(=O)O[C@H]1[C@@H](CC[C@H](C1)C)C(C)C)C)O)C1=CC=CC=C1 (1R,2S,5R)-2-isopropyl-5-methylcyclohexyl (2R,4R)-5-([1,1'-biphenyl]-4-yl)-4-hydroxy-2-methylvalerate